(N-[(4S)-2,5-dioxo-4-imidazolidinyl])-urea O=C1NC([C@H](N1)NC(=O)N)=O